OC1=C(C(=CC(=C1)C(F)(F)F)C)C=1C=C(C=2C(N1)=NN(C2)[C@H]2CCC(N(C2)C)=O)C |o1:21| (S or R)-5-(6-(2-hydroxy-6-methyl-4-(trifluoromethyl)phenyl)-4-methyl-2H-pyrazolo[3,4-b]pyridin-2-yl)-1-methylpiperidin-2-one